C(C)(=O)C1=NN(C2=CC=C(C=C12)C=1C=NC=2N(C1)N=CC2)CC(=O)N2[C@@H]1C[C@@H]1C[C@H]2C(=O)NC2=NC(=CC=C2)OC(F)(F)F (1R,3S,5R)-2-(2-(3-acetyl-5-(pyrazolo[1,5-a]pyrimidin-6-yl)-1H-indazol-1-yl)acetyl)-N-(6-(trifluoromethoxy)pyridin-2-yl)-2-azabicyclo[3.1.0]hexane-3-carboxamide